BrC(C)C1=CC(=CC(=C1)F)F 1-(1-bromoethyl)-3,5-difluorobenzene